FC1(CC2(C(OC(O2)C2=CC=CC=C2)C1)C)F 5,5-difluoro-3a-methyl-2-phenyltetrahydro-4H-cyclopenta[d][1,3]dioxole